5-chloro-4-(trifluoromethyl)pyridazin-3(2H)-one ClC1=C(C(NN=C1)=O)C(F)(F)F